3-cyanobenzenesulfonamide C(#N)C=1C=C(C=CC1)S(=O)(=O)N